4-(perylene-3-yl)butanoic acid 4-formyl-3,5-dimethylphenyl ester C(=O)C1=C(C=C(C=C1C)OC(CCCC=1C=CC=2C=3C=CC=C4C=CC=C(C5=CC=CC1C52)C43)=O)C